FC(C(=O)O)(F)F.ClC1=C(C=CC=C1[C@]1(NC(N(C(C1)=O)C1C[C@@H](O[C@@H](C1)C)C)=N)C)NC(C1=CC(=CC=C1)C#N)=O N-(2-chloro-3-{(4S)-1-[(2S,6R)-2,6-dimethyltetrahydropyran-4-yl]-2-imino-4-methyl-6-oxohexahydropyrimidin-4-yl}phenyl)-3-cyanobenzamide trifluoroacetate salt